4-(phenylcarbamoyl)piperidine-1-carboxylic acid tert-butyl ester C(C)(C)(C)OC(=O)N1CCC(CC1)C(NC1=CC=CC=C1)=O